[5-(4,4,5,5-Tetramethyl-1,3,2-dioxaborolan-2-yl)-2,3-dihydro-1-benzofuran-7-yl]methanol CC1(OB(OC1(C)C)C=1C=C(C2=C(CCO2)C1)CO)C